C(C)(C)(C)C1=CC(=NO1)NC1=C(C(=NN1)C1=CC(=C(C=C1)NS(=O)(=O)C(F)F)O[C@@H](C)C1=CC=C(C=C1)F)C(=O)N (S)-5-((5-(tert-butyl)isoxazol-3-yl)amino)-3-(4-((difluoromethyl)sulfonamido)-3-(1-(4-fluorophenyl)ethoxy)phenyl)-1H-pyrazole-4-carboxamide